CC1CC(OC1=O)CC(=O)OCC1=CC=CC=C1 Benzyl 2-(4-methyl-5-oxotetrahydrofuran-2-yl)acetate